N-(5-(3-(4-(3-amino-6-methylisoxazolo[5,4-b]pyridin-4-yl)phenyl)ureido)-2-chlorophenyl)acrylamide NC1=NOC2=NC(=CC(=C21)C2=CC=C(C=C2)NC(NC=2C=CC(=C(C2)NC(C=C)=O)Cl)=O)C